COC([C@H](C(C(C)=O)(C)C)NC1=CC=C(C=C1)OC)=O.C1(CC1)N1C(=NN=C1)C=1C=C(N)C=CC1 3-(4-cyclopropyl-4H-1,2,4-triazol-3-yl)aniline methyl-(S)-2-((4-methoxyphenyl)amino)-3,3-dimethyl-4-oxopentanoate